C(C=CC1=CC=CC=C1)C1=C(C(N(C1C1=CC(=CC=C1)F)C1=CC(=CC=C1)C(=O)O)=O)O 4-cinnamyl-3-hydroxy-5-(3-fluorophenyl)-1-(3-carboxyphenyl)-1H-pyrrol-2(5H)-one